(2R,3S,4R,5R)-2-(Acetoxymethyl)-5-(2-amino-7-(cyclopropylmethyl)-8-oxo-7,8-dihydro-9H-purin-9-yl)tetrahydrofuran-3,4-diacetic acid C(C)(=O)OC[C@@H]1O[C@H]([C@@H]([C@@H]1CC(=O)O)CC(=O)O)N1C2=NC(=NC=C2N(C1=O)CC1CC1)N